N-ethyl-N-[6-[2-ethyl-4-[[(3S)-2-oxo-5-phenyl-1,3-dihydro-1,4-benzodiazepine-3-Yl]carbamoyl]pyrazol-3-yl]-5-fluoropyridin-3-yl]carbamic acid tert-butyl ester C(C)(C)(C)OC(N(C=1C=NC(=C(C1)F)C=1N(N=CC1C(N[C@@H]1C(NC2=C(C(=N1)C1=CC=CC=C1)C=CC=C2)=O)=O)CC)CC)=O